ethyl 2-[3-[1-[2-fluoro-5-[[6-fluoro-4-(methylsulfonylmethyl)-1H-indol-5-yl]oxy]phenyl]pyrazol-3-yl]-3-methyl-2H-benzofuran-7-yl]acetate FC1=C(C=C(C=C1)OC=1C(=C2C=CNC2=CC1F)CS(=O)(=O)C)N1N=C(C=C1)C1(COC2=C1C=CC=C2CC(=O)OCC)C